O1C=NC=C1C1=CC=C(C=C1)NC(=O)C1CC1 N1-[4-(1,3-oxazol-5-yl)phenyl]cyclopropane-1-carboxamide